2-Methoxybenzylisocyanat COC1=C(CN=C=O)C=CC=C1